(6-(4-Acrylpiperazin-1-yl)pyridin-3-yl)-2-amino-6-(1-methyl-1H-pyrazol-4-yl)pyrazolo[1,5-a]pyridine-3-carbonitrile C(=O)(C=C)N1CCN(CC1)C1=CC=C(C=N1)C=1C=2N(C=C(C1)C=1C=NN(C1)C)N=C(C2C#N)N